4,5-dimethyl-1,3-thiazole-2-carboxylic acid CC=1N=C(SC1C)C(=O)O